cobalt-nickel compound with lithium [Li].[Ni].[Co]